CNC(OCCN1CC2=CC(=CC=C2C2(CCN(CC2)C2CCC(CC2)C(C)C)C1=O)Cl)=O 2-(7-chloro-1'-((1s,4s)-4-isopropyl-cyclohexyl)-3-oxo-1H-spiro[isoquinoline-4,4'-piperidin]-2(3H)-yl)ethyl methyl-carbamate